5,5-dibromo-6-methyl-6,7-dihydrobenzo[b]thiophen-4(5H)-one BrC1(C(C2=C(SC=C2)CC1C)=O)Br